N-(2-(4-methoxy-5-methyl-1H-indol-3-yl)ethyl)-N-methylpropan-2-amine COC1=C2C(=CNC2=CC=C1C)CCN(C(C)C)C